OC(C(=O)O)CCC α-hydroxypentanoic acid